2-methoxyethyl (2R,5R)-3-((4-(benzyloxy)-3-fluoro-phenyl)sulfonyl)-2-(((tetrahydro-2H-pyran-2-yl)oxy)carbamoyl)-3,8-diazabicyclo[3.2.1]octane-8-carboxylate C(C1=CC=CC=C1)OC1=C(C=C(C=C1)S(=O)(=O)N1[C@H](C2CC[C@H](C1)N2C(=O)OCCOC)C(NOC2OCCCC2)=O)F